ethyl cis-9,12,15-octadecatrienoate C(CCCCCCC\C=C/CC=CCC=CCC)(=O)OCC